(6-Methoxyimidazo[1,2-b]pyridazin-2-yl)(4-(2-(trifluoromethyl)phenyl)piperidin-1-yl)methanone COC=1C=CC=2N(N1)C=C(N2)C(=O)N2CCC(CC2)C2=C(C=CC=C2)C(F)(F)F